CC1=CC=C2C=C3N(C2=C1)C1=C(N=C2C3CC(N2C)=O)C=CC=C1 3,11-Dimethyl-13,13a-dihydrobenzo[2,3]pyrrolo[2',3':5,6][1,4]diazepino[1,7-a]indol-12(11H)-one